FC1=C2C(=NC(N(C2=CC=C1)C([2H])([2H])[2H])=O)N1CCOCC2=C1C=CC=C2C#CC2N(CCC2)C(=O)OC(C)(C)C tert-butyl 2-[2-[1-[5-fluoro-2-oxo-1-(trideuteriomethyl)quinazolin-4-yl]-3,5-dihydro-2H-4,1-benzoxazepin-6-yl]ethynyl]pyrrolidine-1-carboxylate